zinc di(dodecylphenyl) dithiophosphate P(=S)(SC1=C(C=CC=C1)CCCCCCCCCCCC)(OC1=C(C=CC=C1)CCCCCCCCCCCC)[O-].[Zn+2].C(CCCCCCCCCCC)C1=C(C=CC=C1)SP(=S)(OC1=C(C=CC=C1)CCCCCCCCCCCC)[O-]